ClC1=CC(=C(COC2=CC=CC(=N2)C2[C@H]3CN(C[C@@H]23)CC2=NC3=C(N2C[C@H]2OCC2)C=C(C=C3F)C(=O)O)C=C1)F 2-(((1R,5S,6S)-6-(6-((4-Chloro-2-fluorobenzyl)oxy)pyridin-2-yl)-3-azabicyclo[3.1.0]hexan-3-yl)methyl)-4-fluoro-1-(((S)-oxetan-2-yl)methyl)-1H-benzo[d]imidazole-6-carboxylic acid